2-bromo-6(5H)-phenanthridinone BrC1=CC=2C3=CC=CC=C3C(NC2C=C1)=O